1-(3-methyl-3-(cyclohexylmethyl)-4,6-dichloroindolin-1-yl)-1-octanone CC1(CN(C2=CC(=CC(=C12)Cl)Cl)C(CCCCCCC)=O)CC1CCCCC1